C1NC[C@H]2[C@@H]1CC(C2)CS(=O)(=O)N2[C@@H]1C[C@@H]1[C@H](CC2)NC(=O)C2=NOC(=C2)C2COC2 N-((1R,5S,6R)-2-((((3aR,5s,6aS)-octahydrocyclopenta[c]pyrrol-5-yl)methyl)sulfonyl)-2-azabicyclo[4.1.0]heptan-5-yl)-5-(oxetan-3-yl)isoxazole-3-carboxamide